CC1(OB(OC1(C)C)C1=CC=C(C=C1)NC(=O)[C@@H]1N(CCC1)C(=O)OC(C)(C)C)C tert-butyl (2R)-2-{[4-(4,4,5,5-tetramethyl-1,3,2-dioxaborolan-2-yl)phenyl]carbamoyl}pyrrolidine-1-carboxylate